(S)-7-(1-(2-Fluoro-6-methylphenyl)piperidin-4-yl)-5-(1,2,3,4-tetrahydronaphthalen-1-yl)pyrido[2,3-b]pyrazin-6(5H)-one FC1=C(C(=CC=C1)C)N1CCC(CC1)C1=CC=2C(=NC=CN2)N(C1=O)[C@H]1CCCC2=CC=CC=C12